P(=O)(OCN1C(C(=C(C=C1)C(C1=C(C=C(C=C1)C(F)(F)F)OC1=C(C=C(C=C1)F)C)=O)N)=O)(O)O [2-(4-fluoro-2-methyl-phenoxy)-4-(trifluoromethyl)benzoyl[amino]-2-oxo-1-pyridyl]methyl dihydrogen phosphate